C(C#C)(=O)[O-].[Zr+4].C(C#C)(=O)[O-].C(C#C)(=O)[O-].C(C#C)(=O)[O-] zirconium propiolate